CN(C(\C=C(\C1=CC=CC=C1)/N(C(C)=O)C)=O)C (Z)-N,N-dimethyl-3-(N-methylacetamido)-3-phenylacrylamide